COCCNC=1C=C(C=CC1CN1CCOCC1)COC1=C2CN(C(C2=CC=C1)=O)[C@@H]1C(NC(CC1)=O)=O (3S)-3-[4-[[3-(2-Methoxyethylamino)-4-(morpholinomethyl)phenyl]methoxy]-1-oxo-isoindolin-2-yl]piperidine-2,6-dione